CS(=O)C=1N=NC=CN1 3-(methylsulfinyl)-1,2,4-triazine